ClC1=NC=C(C=N1)N1CCN(CCC1=O)C(=O)OC(C)(C)C tert-butyl 4-(2-chloropyrimidin-5-yl)-5-oxo-1,4-diazepane-1-carboxylate